C(C1=CC=CC=C1)OC1=CC(=C(C(=C1)C)NS(=O)(=O)C=1C=C(C=CC1)CCCCCCC(=O)O)C 7-(3-(N-(4-(benzyloxy)-2,6-dimethylphenyl)sulfamoyl)phenyl)heptanoic acid